3-bromo-1-(p-tolyl)-1H-1,2,4-triazole BrC1=NN(C=N1)C1=CC=C(C=C1)C